C1(CCC1)C1=CSC2=C1CC(CC2)N(C(OC(C)(C)C)=O)C tert-butyl N-(3-cyclobutyl-4,5,6,7-tetrahydrobenzothiophen-5-yl)-N-methyl-carbamate